5,6-bis(benzyloxy)-3,4-dihydronaphthalen-1(2H)-one C(C1=CC=CC=C1)OC1=C2CCCC(C2=CC=C1OCC1=CC=CC=C1)=O